5,5-dimethyl-1-((1-methyl-4-oxocyclohexyl)methyl)imidazolidine-2,4-dione CC1(C(NC(N1CC1(CCC(CC1)=O)C)=O)=O)C